ClC=1C=C2C=C(NC2=CC1)CNC(N(C)C1CN(CCC1)C(CNC(N(C)C)=O)=O)=O 3-[(5-chloro-1H-indol-2-yl)methyl]-1-(1-{2-[(dimethylcarbamoyl)amino]acetyl}piperidin-3-yl)-1-methylurea